N(=[N+]=[N-])C=1C=CC(=C(C(=O)O)C1)CO 5-azido-2-hydroxymethylbenzoic acid